2-ethyl-N-(2-oxo-2-piperazin-1-yl-ethyl)-4-[[3-[3-(trifluoromethyl)-1H-pyrazol-4-yl]imidazo[1,2-a]pyrazin-8-yl]amino]benzamide C(C)C1=C(C(=O)NCC(N2CCNCC2)=O)C=CC(=C1)NC=1C=2N(C=CN1)C(=CN2)C=2C(=NNC2)C(F)(F)F